4-[6-[(1S,5R)-9-[(6-methoxy-3-pyridyl)methyl]-3-oxa-7,9-diazabicyclo[3.3.1]nonan-7-yl]-3-pyridyl]-6-[1-(4-oxocyclohexyl)pyrazol-4-yl]pyrazolo[1,5-a]pyrazine-3-carbonitrile COC1=CC=C(C=N1)CN1[C@@H]2COC[C@H]1CN(C2)C2=CC=C(C=N2)C=2C=1N(C=C(N2)C=2C=NN(C2)C2CCC(CC2)=O)N=CC1C#N